(E)-3-(3-fluoro-1H-indazol-6-yl)-N-((1S,2S)-2-methoxy-2,3-dihydro-1H-Inden-1-yl)acrylamide FC1=NNC2=CC(=CC=C12)/C=C/C(=O)N[C@@H]1[C@H](CC2=CC=CC=C12)OC